S(=O)(=O)(O)CCN1C(C=CC1=O)=O N-(sulfoethyl)maleimide